6-(3,3-Difluoro-pyrrolidin-1-yl)-3-(((S)-10-hydroxy-7-((R)-2-phenylpiperazine-1-carbonyl)-7-aza-spiro[4.5]decan-10-yl)methyl)pyrimidin-4(3H)-one FC1(CN(CC1)C1=CC(N(C=N1)C[C@@]1(CCN(CC12CCCC2)C(=O)N2[C@@H](CNCC2)C2=CC=CC=C2)O)=O)F